CN1C=NC=C1B1OC(C(O1)(C)C)(C)C 1-methyl-5-(tetramethyl-1,3,2-dioxaborolan-2-yl)-1H-imidazole